CC1=CC=C(C=C1)S(=O)(=O)[O-].C[N+](C)(C)C1=CC=C(C=C1)/C=C/C=C/C=C/C2=CC=CC=C2 N,N,N-Trimethyl-4-(6-phenyl-1,3,5-hexatrien-1-yl)phenylammonium p-toluenesulfonate